tert-Butyl (S)-3-methyl-5-(methylthio)-3,6-dihydropyrazine-1(2H)-carboxylate C[C@H]1CN(CC(=N1)SC)C(=O)OC(C)(C)C